3-(3,4-dihydroxyl-phenyl)-propanal OC=1C=C(C=CC1O)CCC=O